CO[C@H]1CCC([C@@H](C1)C1=CC=C(C(=O)OC)C=C1)=O |r| racemic-methyl 4-((1S*,5S*)-5-methoxy-2-oxocyclohexyl)benzoate